C(C1=CC=C(C=C1)OC)(=O)O.N[C@@H](CCCCN)C(=O)O lysine anisate